2-(((R)-6-((S)-4-isobutyl-2,5-dioxoimidazolidin-1-yl)spiro[3.3]heptan-2-yl)oxy)nicotinamide C(C(C)C)[C@@H]1NC(N(C1=O)C1CC2(CC(C2)OC2=C(C(=O)N)C=CC=N2)C1)=O